(R)-2-amino-5-(4-(2-(3,5-difluorophenyl)-2-hydroxyacetamido)-3-fluoro-2-methylphenyl)-N-isopropylnicotinamide NC1=C(C(=O)NC(C)C)C=C(C=N1)C1=C(C(=C(C=C1)NC([C@H](O)C1=CC(=CC(=C1)F)F)=O)F)C